CN1CCC(CC1)NC1=CC=C(C=C1)NC1=NC2=C(C=CC=C2C=N1)C=1C=C(C=CC1)NC(C=CC)=O N-(3-(2-((4-((1-methylpiperidin-4-yl)amino)phenyl)amino)quinazolin-8-yl)phenyl)but-2-enamide